OCCNC=1C=2CCCCC2N=C2C=CC(=CC12)C1=CC(=NC=C1)C1(CC1)C(=O)N (4-{9-[(2-hydroxyethyl)amino]-5,6,7,8-tetrahydroacridin-2-yl}pyridin-2-yl)cyclopropanecarboxamide